NC12C(OC(C1)(C2)C)C2=NC=1C(=NC=CC1C1CCN(CC1)C(=O)C1=C(C=C(C=C1)OC(F)(F)F)N)N2 [4-[2-[4-amino-1-methyl-2-oxabicyclo[2.1.1]hexan-3-yl]-3H-imidazo[4,5-b]pyridin-7-yl]-1-piperidyl]-[2-amino-4-(trifluoromethoxy)phenyl]methanone